The molecule is an N-acyl-amino acid obtained by formal condensation of the carboxy group of 6-hydroxyindole-3-acetic acid with the amino group of phenylalanine. It has a role as an Arabidopsis thaliana metabolite. It is a phenylalanine derivative, a member of hydroxyindoles, a N-acyl-amino acid and a secondary carboxamide. It derives from an indole-3-acetic acid. C1=CC=C(C=C1)CC(C(=O)O)NC(=O)CC2=CNC3=C2C=CC(=C3)O